2-(2,4-Bis(trifluoromethyl)phenyl)-N-((5-(5-bromopyrimidin-2-yl)-1,3,4-oxadiazol-2-yl)methyl)-N-(4-fluorophenyl)acetamide FC(C1=C(C=CC(=C1)C(F)(F)F)CC(=O)N(C1=CC=C(C=C1)F)CC=1OC(=NN1)C1=NC=C(C=N1)Br)(F)F